O=C1NC(CCC1C1=CC=C(C=C1)N1CCC2(CC(OC2)C=O)CC1)=O 8-(4-(2,6-DIOXOPIPERIDIN-3-YL)PHENYL)-2-OXA-8-AZASPIRO[4.5]DECANE-3-CARBALDEHYDE